C(C1=CC=CC=C1)OC1=C(C=C(C=C1OC)/C=C/C(=O)O[C@@H]1[C@@]2(CC[C@H](C1)C2(C)C)C)F (1R,2S,4R)-1,7,7-trimethylbicyclo[2.2.1]heptan-2-yl (E)-3-(4-benzyloxy-3-fluoro-5-methoxyphenyl)acrylate